4-(1-difluoromethyl-1H-indazol-5-yl)-N-(3-fluorobenzyl)-5-(6-methylpyridin-2-yl)-1H-imidazol-2-amine FC(N1N=CC2=CC(=CC=C12)C=1N=C(NC1C1=NC(=CC=C1)C)NCC1=CC(=CC=C1)F)F